ClC1=C(C=CC=C1)CN1N=C(C=C1C1=CC=C2C=NN(C2=C1)CC)C(=O)OC Methyl 1-[(2-chlorophenyl)methyl]-5-(1-ethyl-1H-indazol-6-yl)-1H-pyrazole-3-carboxylate